cis-3-hydroxy-1-methyl-3-(2-(2-methyl-2H-pyrazolo[3,4-b]pyridin-5-yl)thieno[2,3-d]pyrimidin-6-yl)cyclobutanecarbonitrile OC1(CC(C1)(C#N)C)C1=CC2=C(N=C(N=C2)C2=CC=3C(N=C2)=NN(C3)C)S1